C1(CC1)NC1=NC=CC=C1C=1N=C(C2=C(N1)CCN(C2)C(=O)OC(C)(C)C)NCC2=CC=C(C=C2)C=2N(C=C(N2)C(F)(F)F)C(C)C tert-butyl 2-(2-(cyclopropylamino)pyridin-3-yl)-4-((4-(1-isopropyl-4-(trifluoromethyl)-1H-imidazol-2-yl)benzyl)amino)-7,8-dihydropyrido[4,3-d]pyrimidine-6(5H)-carboxylate